tert-butyl((2-(difluoromethoxy)-4-nitrobenzyl)oxy)dimethylsilane C(C)(C)(C)[Si](C)(C)OCC1=C(C=C(C=C1)[N+](=O)[O-])OC(F)F